C(C)(C)(C)OC(=O)N1CC2(C1)CCCN(C2)C2=NC=CC(=N2)NC2=NNC(=C2)C2CC2 8-[4-[(5-Cyclopropyl-1H-pyrazol-3-yl)amino]pyrimidin-2-yl]-2,8-diazaspiro[3.5]nonane-2-carboxylic acid tert-butyl ester